NC1=NNC2=CC=CC(=C12)C=1C=C2C=CC=C(C2=CC1)C(=O)NC1=CC(=CC=C1)OC(F)(F)F 6-(3-amino-1H-indazol-4-yl)-N-(3-(trifluoromethoxy)phenyl)-1-naphthalenecarboxamide